5-fluoro-8-(4-fluorophenyl)-9-(3-methyl-5-oxo-2-thioxoimidazolin-1-yl)-8,9-dihydro-2H-pyrido[4,3,2-de]phthalazin-3(7H)-one FC=1C=C2C=3C(=NNC(C3C1)=O)C(C(N2)C2=CC=C(C=C2)F)N2C(N(CC2=O)C)=S